(2,6-difluorophenyl)hydrazine hydrochloride Cl.FC1=C(C(=CC=C1)F)NN